O1CC(C1)C(C1COC1)[SiH](OC(C)C)C di(oxetan-3-yl)methylmethyl-i-propyloxysilane